OC(COC=1C=C(C=CC1)C1=NC=CC(=N1)COC1=C(C=CC=C1)CCC(=O)O)CO 3-[2-({2-[3-(2,3-dihydroxypropoxy)phenyl]pyrimidin-4-yl}methoxy)phenyl]propanoic acid